trans-3-(3,5-bis(trifluoromethyl)phenyl)-2,2-dichloro-cyclopropanecarboxylic acid FC(C=1C=C(C=C(C1)C(F)(F)F)[C@@H]1C([C@H]1C(=O)O)(Cl)Cl)(F)F